O=C1NC(CCC1N1C(C2=CC=C(C=C2C1=O)NCCCC1CC(C1)N1N=CC(=C1)C=1C=NC2=CC=C(C=C2N1)C#N)=O)=O 3-(1-(3-(3-((2-(2,6-dioxopiperidin-3-yl)-1,3-dioxoisoindolin-5-yl)amino)propyl)cyclobutyl)-1H-pyrazol-4-yl)quinoxaline-6-carbonitrile